ClC1=CC=C(S1)C(=O)NCC1=C(C=CC2=C1N(C(=N2)C)C)OC 5-chloro-N-((6-methoxy-1,2-dimethyl-1H-benzimidazol-7-yl)methyl)thiophene-2-carboxamide